tert-butyl 3-[2-(2-hydroxyethoxy)ethoxy]propanoate OCCOCCOCCC(=O)OC(C)(C)C